COC1=C(NCC#CC=2N=C3N(C=CC=C3[C@H]3NCCN(CC3)C)C2CC(F)(F)F)C=CC(=C1)S(=O)(=O)C (S)-2-methoxy-N-(3-(8-(1-methyl-1,4-diazepan-5-yl)-3-(2,2,2-trifluoroethyl)imidazo[1,2-a]pyridin-2-yl)prop-2-yn-1-yl)-4-(methylsulfonyl)aniline